(S)-(4-(3-fluorobenzyl)-3,4-dihydroquinoxaline-1(2H)-yl)(3-(methylamino)pyrrolidin-1-yl)methanone FC=1C=C(CN2CCN(C3=CC=CC=C23)C(=O)N2C[C@H](CC2)NC)C=CC1